N-(tert-Butoxycarbonyl)glycyl-L-isoleucine methyl ester COC([C@@H](NC(CNC(=O)OC(C)(C)C)=O)[C@@H](C)CC)=O